methyl (S)-4-(8,8-difluoro-2,6-diazaspiro[3.4]octane-2-yl)-3-(3-(3,5-dimethyl-1H-pyrazol-1-yl)phenyl)butanoate FC1(CNCC12CN(C2)C[C@@H](CC(=O)OC)C2=CC(=CC=C2)N2N=C(C=C2C)C)F